C(CCC)C=1N(C=C(N1)C1CCN(CC1)CCCN1C=CC2=CC(=CC=C12)C#N)C1=CC=C(C=C1)OC1=CC=C(C=C1)Cl ((4-(2-butyl-1-(4-(4-chlorophenoxy)phenyl)-1H-imidazol-4-yl)piperidin-1-yl)propyl)-1H-indole-5-carbonitrile